N1(CCCCCC1)CC(=O)NC=1C=C(C(=NC1)C)C=1N2C(SC1Br)=C(C=N2)C(=O)N (5-(2-(azepan-1-yl)acetamido)-2-methylpyridin-3-yl)-2-bromopyrazolo[5,1-b]thiazole-7-carboxamide